FC1=C(C(=CC(=C1)F)OC)C1(CC1)C(=O)NC(C(=O)O)CCN(CCCCC1=NC=2NCCCC2C=C1)CC(CF)OC 2-[[1-(2,4-difluoro-6-methoxy-phenyl)cyclopropanecarbonyl]amino]-4-[[3-fluoro-2-methoxy-propyl]-[4-(5,6,7,8-tetrahydro-1,8-naphthyridin-2-yl)butyl]amino]butanoic acid